6-(8-Methoxy-4-(((6-methylpyridazin-3-yl)methyl)amino)quinazolin-6-yl)-N-methylnicotinamide COC=1C=C(C=C2C(=NC=NC12)NCC=1N=NC(=CC1)C)C1=NC=C(C(=O)NC)C=C1